ClC1=C(COOCC2=C(C=C(C=C2)Cl)Cl)C=CC(=C1)Cl di(2,4-dichlorobenzyl) peroxide